3-(2-(2-(3-(4-amino-1-(tert-butyl)-1H-pyrazolo[3,4-d]pyrimidin-3-yl)-5-cyclopropylisoxazol-4-yl)pyrimidin-5-yl)ethoxy)propyl methanesulfonate CS(=O)(=O)OCCCOCCC=1C=NC(=NC1)C=1C(=NOC1C1CC1)C1=NN(C2=NC=NC(=C21)N)C(C)(C)C